C(C)C1NC(=CC1=CO)CC 2,5-diethyl-3-hydroxymethylene-1H-pyrrole